C(=O)(OCCCCCCCCCC)OC(=O)[O-] Decyl Dicarbonate